(R)-N,N-diethyl-4-((3-(4-(3-isopropyl-1,2,4-oxadiazol-5-yl)piperidine-1-carbonyl)piperidin-1-yl)sulfonyl)benzenesulfonamide C(C)N(S(=O)(=O)C1=CC=C(C=C1)S(=O)(=O)N1C[C@@H](CCC1)C(=O)N1CCC(CC1)C1=NC(=NO1)C(C)C)CC